CC=1C=C(N)C=C(C1)N1C[C@H](OCC1)C (R)-3-methyl-5-(2-methylmorpholino)aniline